3,6,9,15-tetraazabicyclo[9.3.1]-pentadec-1(15),11,13-triene C1=2CNCCNCCNCC(=CC=C1)N2